methyl 3-[6-methyl-7-oxo-1-(p-tolylsulfonyl)pyrrolo[2,3-c]pyridin-4-yl]-4-[3-(2-piperazin-1-ylethoxy)phenoxy]benzoate CN1C(C2=C(C(=C1)C=1C=C(C(=O)OC)C=CC1OC1=CC(=CC=C1)OCCN1CCNCC1)C=CN2S(=O)(=O)C2=CC=C(C=C2)C)=O